ClC1=CC2=C(N(C(N=C2N2[C@H](CN(CC2)C(C=C)=O)C)=O)C=2C(=NC=CC2C)C(C)C)N=C1C1=C(C=CC(=C1)OC)F (M)-6-chloro-7-(2-fluoro-5-methoxyphenyl)-1-(4-methyl-2-(2-propanyl)-3-pyridinyl)-4-((2S)-2-methyl-4-(2-propenoyl)-1-piperazinyl)pyrido[2,3-d]pyrimidin-2(1H)-one